ClC=1C=C(C=C(C1)F)N1CC(C=2C=C(N=CC2C1)C(=O)O)C1CCCC1 7-(3-chloro-5-fluorophenyl)-5-cyclopentyl-5,6,7,8-tetrahydro-2,7-naphthyridine-3-carboxylic acid